C1(CCCCC1)NC(C(=O)C1=CC(=C(C=C1)OCC(NC=1C=C(C=CC1)C)=O)OC)=O N-cyclohexyl-2-(3-methoxy-4-(2-oxo-2-(m-tolylamino)ethoxy)phenyl)-2-oxoacetamide